5-(1-methylazetidin-3-yl)-N-[5-(2-{2-oxaspiro[3.5]nonan-7-yloxy}pyrimidin-4-yl)-1,3-thiazol-2-yl]pyrimidin-2-amine CN1CC(C1)C=1C=NC(=NC1)NC=1SC(=CN1)C1=NC(=NC=C1)OC1CCC2(COC2)CC1